α-n-pentyl-3-phenyl-2-propen-1-ol C(CCCC)C(C=CC1=CC=CC=C1)O